2'-chloro-N-(5-((2-hydroxycyclopentyl)methoxy)-1,3,4-thiadiazol-2-yl)-5'-methoxy-6-methyl-(4,4'-bipyridine)-3-carboxamide ClC1=NC=C(C(=C1)C1=C(C=NC(=C1)C)C(=O)NC=1SC(=NN1)OCC1C(CCC1)O)OC